1-(2,4-bis(trifluoromethyl)benzyl)-5-methyl-1H-pyrazol-4-amine hydrochloride Cl.FC(C1=C(CN2N=CC(=C2C)N)C=CC(=C1)C(F)(F)F)(F)F